chloro-5-fluoro-2-methoxy-4'-(3-methyl-2-oxo-2,3-dihydro-1H-imidazol-1-yl)-[1,1'-biphenyl] ClC=1C(=C(C=C(C1)F)C1=CC=C(C=C1)N1C(N(C=C1)C)=O)OC